COC1=C(C2=C(OC(O2)(C)C)C=C1)S(=O)(=O)Cl 5-Methoxy-2,2-dimethylbenzo[d][1,3]dioxole-4-sulfonyl chloride